1-(1Z-eicosenyl)-2-(9Z-heptadecenoyl)-glycero-3-phosphocholine CCCCCCCCCCCCCCCCCC/C=C\OC[C@H](COP(=O)([O-])OCC[N+](C)(C)C)OC(=O)CCCCCCC/C=C\CCCCCCC